3-((4-Methoxy-5-(1-methyl-1H-benzo[d][1,2,3]triazol-6-yl)pyrrolo[2,1-f][1,2,4]triazin-2-yl)amino)-N-methyl-bicyclo[1.1.1]pentane-1-carboxamide COC1=NC(=NN2C1=C(C=C2)C=2C=CC1=C(N(N=N1)C)C2)NC21CC(C2)(C1)C(=O)NC